(1,4)diazepin N1C=CN=CC=C1